NC([C@H](CCC(=O)OC(C)(C)C)N1C(C2=CC=C(C(=C2[C@H]1C)F)C1=NC=CC(=C1F)CCl)=O)=O tert-butyl (S)-5-amino-4-((R)-5-(4-(chloromethyl)-3-fluoropyridin-2-yl)-4-fluoro-3-methyl-1-oxoisoindolin-2-yl)-5-oxopentanoate